FC(C1=NN=C(O1)C=1C=CC(=NC1)CN(C(=O)N1[C@@H]2CN([C@H](C1)C2)C2CCSCC2)C2=C(C=CC=C2)F)F (1S,4S)-N-((5-(5-(difluoromethyl)-1,3,4-oxadiazol-2-yl)-2-pyridyl)methyl)-N-(2-fluorophenyl)-5-(tetrahydro-2H-thiopyran-4-yl)-2,5-diazabicyclo[2.2.1]heptan-2-carboxamide